ethyl 1-(6-fluoro-5-(4-oxo-4,5,6,7-tetrahydrothiazolo[5,4-c]pyridin-2-yl)pyridin-2-yl)piperidine-4-carboxylate FC1=C(C=CC(=N1)N1CCC(CC1)C(=O)OCC)C=1SC=2C(NCCC2N1)=O